N[C@@H](CCC(=O)[O-])C(=O)OC(CCCCCCCCCCCCCCC)=O.[Na+] sodium Palmitoyl Glutamate